N-(3-(chloromethyl)-1,2,4-thiadiazol-5-yl)-4-(3-methoxyphenyl)furan-2-carboxamide tert-Butyl-4-(4,4,5,5-tetramethyl-1,3,2-dioxaborolan-2-yl)-1H-pyrrolo[2,3-b]pyridine-1-carboxylate C(C)(C)(C)OC(=O)N1C=CC=2C1=NC=CC2B2OC(C(O2)(C)C)(C)C.ClCC2=NSC(=N2)NC(=O)C=2OC=C(C2)C2=CC(=CC=C2)OC